C(C)OC(C1=C(C=C(C(=C1)N)NC)Br)=O 5-amino-2-bromo-4-(methylamino)benzoic acid ethyl ester